NC1=NC=CC(=N1)C=1C2=C(C(=NC1)NCC=1C=C(C(=O)N[C@@H]3[C@@H](C3)F)C=CC1)CCO2 3-(((7-(2-Aminopyrimidin-4-yl)-2,3-dihydrofuro[3,2-c]pyridin-4-yl)amino)methyl)-N-((1S,2R)-2-fluorocyclopropyl)benzamid